2,2-dimethyl-3-(1H-pyrazol-1-yl)propanoic acid CC(C(=O)O)(CN1N=CC=C1)C